C12CNCCC2CN1C=1C2=C(N=C(N1)NC=1C=NN(C1)CC)NC=C2Cl 4-(3,8-diazabicyclo[4.2.0]octan-8-yl)-5-chloro-N-(1-ethyl-1H-pyrazol-4-yl)-7H-pyrrolo[2,3-d]pyrimidin-2-amine